Cl.ClC1=C(C(=CC=C1)C)C=1CCCC2=C(C1C1=CC=C(C=C1)CC1CN(C1)CCCF)C=CC(=C2)C(=O)O 8-(2-chloro-6-methylphenyl)-9-(4-((1-(3-fluoropropyl)azetidin-3-yl)methyl)phenyl)-6,7-dihydro-5H-benzo[7]annulene-3-carboxylic acid, hydrochloride